C(#N)CN(S(=O)(=O)C1=CC=C(C=C1)C)C1=NC=CN=C1 N-(cyanomethyl)-4-methyl-N-(pyrazin-2-yl)benzenesulfonamide